FC=1C=C(C=C(C1)F)[C@@H]1CC=NN1C(=O)N1CC(C1)OC1=CC(=NC=C1F)C1=NN(C(=C1C)C(=O)O)C (S)-3-(4-((1-(5-(3,5-difluorophenyl)-4,5-dihydro-1H-pyrazole-1-carbonyl)azetidin-3-yl)oxy)-5-fluoropyridin-2-yl)-1,4-dimethyl-1H-pyrazole-5-carboxylic acid